4-(((1R,5S,8r)-benzyl-3-azabicyclo[3.2.1]oct-8-yl)(methyl)amino)-N-(6-fluoropyridin-2-yl)-5-methylthiophene-2-sulfonamide trifluoroacetate salt FC(C(=O)O)(F)F.C(C1=CC=CC=C1)[C@@]12CNC[C@H](CC1)[C@H]2N(C=2C=C(SC2C)S(=O)(=O)NC2=NC(=CC=C2)F)C